Cl.N[C@H](C(=O)O)CC1=CC(=CC=C1)S(=O)(=O)C (S)-2-amino-3-(3-(methylsulfonyl)phenyl)propanoic acid hydrochloride